1-boc-2-methyl-piperidin-5-one C(=O)(OC(C)(C)C)N1C(CCC(C1)=O)C